methyloctadienyl acetate C(C)(=O)OC(=CC=CCCCC)C